C(C=1C(=CC=CC1)[2H])=O benzaldehyde-d